C(C)(C)(C)C1=CC=C(C=C1)C1(CN=CC(=C1)C1=NOC=N1)C=O 3-(4-(tert-butyl)phenyl)(5-(1,2,4-oxadiazolyl)(3-pyridinyl)methanone)